1-(3-chloro-4-fluorophenyl)-3,3-dimethyl-2,3,5,6,7,8-hexahydro-10,12-ethenopyrido[4,3-e][1,4,7,10]oxatriazacyclotridecin-9(1H)-one ClC=1C=C(C=CC1F)N1CC(OCCCNC(C2=NC3=C1C=CN=C3C=C2)=O)(C)C